(5-bromothiophen-2-yl)(dimethyl)oxo-lambda5-Phosphine BrC1=CC=C(S1)P(=O)(C)C